N1(C=NC=C1)C1=CC=C(O[C@H](CN2C(N(C(C3=C2SC(=C3C)C=3OC=CN3)=O)C(C(=O)O)(C)C)=O)C3=CC=CC=C3)C=C1 2-[1-[(2S)-2-[4-(1H-imidazol-1-yl)phenoxy]-2-phenylethyl]-5-methyl-6-(1,3-oxazol-2-yl)-2,4-dioxo-1H,2H,3H,4H-thieno[2,3-d]pyrimidin-3-yl]-2-methylpropanoic acid